ClC1=C(C=CC=C1)C(C(=O)NC1CC(C1)(F)F)N(C(=O)[C@H]1N(C(CNC1)=O)C1=NC=CC(=C1)C#N)C1=CC(=CC(=C1)F)F (2S)-N-[1-(2-chlorophenyl)-2-[(3,3-difluorocyclobutyl)amino]-2-oxo-ethyl]-1-(4-cyano-2-pyridyl)-N-(3,5-difluorophenyl)-6-oxo-piperazine-2-carboxamide